(1R,4R,5R)-6-(6-oxo-5-(trifluoromethyl)-1,6-dihydropyridazin-4-yl)-6-azabicyclo[3.2.0]heptan O=C1C(=C(C=NN1)N1[C@@H]2CCC[C@@H]2C1)C(F)(F)F